ClC=1C=C(C=CC1OCC1CCC(CC1)(C)O)S(=O)(=O)N 3-chloro-4-(((1r,4r)-4-hydroxy-4-methylcyclohexyl)methoxy)benzenesulfonamide